FC=1C=C(C(=O)NC)C=C(C1)C=1N=NC(=CC1)NC1C[C@@H]2[C@@H](CN(C2)C([2H])([2H])[C@H]2COCCC2)C1 3-fluoro-N-methyl-5-(6-(((3aR,5s,6aS)-2-(((S)-tetrahydro-2H-pyran-3-yl)methyl-d2)octahydrocyclopenta[c]pyrrol-5-yl)amino)pyridazin-3-yl)benzamide